C(C(=C)C)(=O)OCCCCCCCCCCCCCCCCCOC(C=C)=O 17-(acryloyloxy)heptadecyl methacrylate